N-(4-((2-amino-3-chloropyridin-4-yl)oxy)-2-fluorophenyl)-1-(3-fluoropyridine-2-yl)-5-(trifluoromethyl)-1H-pyrazole-4-carboxamide NC1=NC=CC(=C1Cl)OC1=CC(=C(C=C1)NC(=O)C=1C=NN(C1C(F)(F)F)C1=NC=CC=C1F)F